(R)-2,2-Dimethyl-4,8,13-trioxo-5-(4,7,10-tris(2-(tert-butoxy)-2-oxoethyl)-1,4,7,10-tetraazacyclododecan-1-yl)-3,17,20,23-tetraoxa-9,12,14-triazahexacosan-26-oic acid CC(C)(OC([C@@H](CCC(NCCNC(NCCOCCOCCOCCC(=O)O)=O)=O)N1CCN(CCN(CCN(CC1)CC(OC(C)(C)C)=O)CC(OC(C)(C)C)=O)CC(=O)OC(C)(C)C)=O)C